CC1C(=NNC1=O)C(=O)O 4-METHYL-5-OXO-4,5-DIHYDRO-1H-PYRAZOLE-3-CARBOXYLIC ACID